2-chloro-N-(((1R,4R)-4-(1-cyclopropyl-4-(trifluoromethyl)-1H-imidazol-2-yl)cyclohexyl)methyl)-5-methoxy-N-methylpyrimidin-4-amine ClC1=NC=C(C(=N1)N(C)CC1CCC(CC1)C=1N(C=C(N1)C(F)(F)F)C1CC1)OC